CC1(CC(C1)CN(C1=C2CN(C(C2=CC=C1)=O)C1C(NC(CC1)=O)=O)C1CCC(CC1)NCCC(F)(F)F)C 3-(4-(((3,3-dimethylcyclobutyl)methyl)((1r,4r)-4-((3,3,3-trifluoropropyl)amino)cyclohexyl)amino)-1-oxoisoindolin-2-yl)piperidine-2,6-dione